COC1=CC=C(C=C1)C(OC[C@]1(O[C@H](CNC1)N1C(N=C(C=C1)NC(C1=CC=CC=C1)=O)=O)CO[Si](C(C)C)(C(C)C)C(C)C)(C1=CC=CC=C1)C1=CC=C(C=C1)OC N-[1-[(2R,6S)-6-[[bis(4-methoxyphenyl)-phenyl-methoxy]methyl]-6-(triisopropylsilyloxymethyl)morpholin-2-yl]-2-oxo-pyrimidin-4-yl]benzamide